C(C)(C)(C)OC(=O)N1CCN(CC1)CC1C(CNCC1)(F)F.FC(C1=CC=C(C=C1)C(C)C(C(=O)N)CC)(F)F 1-(4-trifluoromethylphenyl)ethylbutyramide tert-butyl-4-((3,3-difluoropiperidin-4-yl)methyl)piperazine-1-carboxylate